disodium decyl alcohol C(CCCCCCCCC)O.[Na].[Na]